NC1CC2CCC(C1)N2C(=O)C=2OC(=C(N2)C2=CC(=C(C#N)C=C2)F)C2=CC1=C(C(=NO1)C)C=C2F 4-(2-(3-amino-8-azabicyclo[3.2.1]Octane-8-carbonyl)-5-(5-fluoro-3-methylbenzo[d]isoxazol-6-yl)oxazol-4-yl)-2-fluorobenzonitrile